chromium 6-(3-carboxy-4-chlorophenyl)-3-pyridinecarboxylic acid C(=O)(O)C=1C=C(C=CC1Cl)C1=CC=C(C=N1)C(=O)O.[Cr]